[N+](=O)([O-])N[C@@H](CCCNC(N)=N)C(=O)O Nitroarginin